FC1=CC=C(CC=2C=3N(C4=C(C2)N(CC4(C)C)C(C)=O)N=C(N3)S(=O)(=O)C)C=C1 1-(4-(4-fluorobenzyl)-8,8-dimethyl-2-(methylsulfonyl)-7,8-dihydro-6H-pyrrolo[2,3-e][1,2,4]triazolo[1,5-a]pyridin-6-yl)ethan-1-one